N-((1R,2R)-2-aminocyclohexyl)-4-(9H-purin-6-yl)-3,4-dihydro-2H-1,4-thiazine-6-carboxamide hydrochloride Cl.N[C@H]1[C@@H](CCCC1)NC(=O)C1=CN(CCS1)C1=C2N=CNC2=NC=N1